ClCC=1C=C(C=C(C1)F)N1CCOCC1 4-(3-(chloromethyl)-5-fluorophenyl)morpholine